thieno[3,2-B]pyridine-3-carboxylate S1C=C(C2=NC=CC=C21)C(=O)[O-]